5-(4-chloro-3-(prop-1-ynyl)phenoxy)-1H-1,2,3-triazole-4-carboxylic acid ClC1=C(C=C(OC2=C(N=NN2)C(=O)O)C=C1)C#CC